C(C)(C)(C)N1N=C(C=C1NC=1C=C2CCCSC2=CC1)[C@@H]1C[C@@H](CC1)O[Si](C)(C)C(C)(C)C 6-((1-(tert-butyl)-3-((1S,3R)-3-((tert-butyldimethylsilyl)oxy)cyclopentyl)-1H-pyrazol-5-yl)amino)thiochroman